methyl-3-oxospiro[cyclohexane-1,1'-indene] CC=1C2(C3=CC=CC=C3C1)CC(CCC2)=O